COCCNC(=O)N 1-(2-methoxy-ethyl)urea